pyridazino[4,5-b]indol-4(5H)-one C1=NNC(C=2NC=3C=CC=CC3C21)=O